Tert-butyl 5-((3-cyclopropyl-5-(ethoxycarbonyl)-4-(trifluoromethyl)-1H-pyrazol-1-yl)methyl)-2-azaspiro[3.3]heptane-2-carboxylate C1(CC1)C1=NN(C(=C1C(F)(F)F)C(=O)OCC)CC1C2(CN(C2)C(=O)OC(C)(C)C)CC1